C1N(CCC2=CC=CC=C12)C[C@H](CNC1=NNC2=C1N=CN=C2NC2COC2)O (S)-1-(3,4-dihydroisoquinolin-2(1H)-yl)-3-((7-(oxetan-3-ylamino)-1H-pyrazolo[4,3-d]pyrimidin-3-yl)amino)propan-2-ol